3',5-dimethoxy-4-(6-(methyl(2,2,6,6-tetramethylpiperidin-4-yl)amino)pyridazin-3-yl)-(1,1'-biphenyl)-3-ol COC=1C=C(C=CC1)C1=CC(=C(C(=C1)OC)C=1N=NC(=CC1)N(C1CC(NC(C1)(C)C)(C)C)C)O